tris[2-(di-iso-propylamino)ethyl]amine C(C)(C)N(CCN(CCN(C(C)C)C(C)C)CCN(C(C)C)C(C)C)C(C)C